C(C1=CC=CC=C1)(C1=CC=CC=C1)N1CCN(CC1)C(=O)C=1C=C2CN(C(C2=CC1)=O)C1C(NC(CC1)=O)=O 3-(5-(4-benzhydryl-piperazine-1-carbonyl)-1-oxoisoindolin-2-yl)piperidine-2,6-dione